COC(=O)C1=NN(C(=C1NC1=CC=C(C=C1)C(F)(F)F)F)C.COC1=C(CC=2C(=C(C=C(C2)[N+](=O)[O-])S(=O)(=O)N)N2N=C3C(N=CC=C3)=C2)C=CC(=C1)OC (2,4-dimethoxybenzyl)-5-nitro-2-(2H-pyrazolo[4,3-b]pyridin-2-yl)benzene-sulfonamide methyl-5-fluoro-1-methyl-4-((4-(trifluoromethyl)phenyl)amino)-1H-pyrazole-3-carboxylate